BrC1=CC=C2C(CC3(CCN(CC3)C(=O)OC(C)(C)C)OC2=C1)O tert-butyl 7-bromo-4-hydroxyspiro[chroman-2,4'-piperidine]-1'-carboxylate